O=C1N[C@H]2[C@@H](N1)CS[C@H]2CCCCC(=O)N 5-[(3aS,4S,6aR)-2-oxohexahydro-1H-thieno[3,4-d]imidazol-4-yl]pentanamide